BrC1=CC(=C(N)C=C1Cl)F 4-bromo-5-chloro-2-fluoroaniline